ClC1=C2C(=C(N=N1)C)N(C(C(=C2)C2(C=NC=C2)O)=O)C 3-(5-Chloro-1,8-dimethyl-2-oxo-1,2-dihydropyrido[2,3-d]pyridazin-3-yl)-3-hydroxypyrrole